cyclopent-1-enecarboxylic Acid C1(=CCCC1)C(=O)O